N-(5-((2-(1-azaspiro[3.3]heptan-1-yl)ethyl)carbamoyl)-2-methylpyridin-3-yl)-2-(1,3-dimethyl-1H-pyrazol-4-yl)pyrazolo[5,1-b]thiazole-7-carboxamide N1(CCC12CCC2)CCNC(=O)C=2C=C(C(=NC2)C)NC(=O)C=2C=NN1C2SC(=C1)C=1C(=NN(C1)C)C